CN1CCN(CC1)CC1=C(C=C(C(=O)NC=2C=NC(=C(C2)NC2=NC=CC(=N2)C=2C=NC=CC2)C)C=C1)C(F)(F)F 4-[(4-methylpiperazin-1-yl)methyl]-N-[6-methyl-5-[(4-pyridin-3-ylpyrimidin-2-yl)amino]pyridin-3-yl]-3-(trifluoromethyl)benzamide